Cl.FC1=C(C(=O)NC2=NC(=CC=C2)C(=O)C2CCN(CC2)C)C(=CC(=C1)F)F 2,4,6-trifluoro-N-[6-(1-methyl-piperidin-4-ylcarbonyl)-pyridin-2-yl]-benzamide mono-hydrochloride salt